tert-butyl (2-(4-(6-methoxy-5-(5-methyl-3-phenylisoxazole-4-carboxamido)pyridin-2-yl)-1H-imidazol-1-yl)ethyl)carbamate COC1=C(C=CC(=N1)C=1N=CN(C1)CCNC(OC(C)(C)C)=O)NC(=O)C=1C(=NOC1C)C1=CC=CC=C1